(2-amino-6-(6-fluoro-5-methyl-1H-indol-4-yl)imidazo[1,2-a]pyridin-3-yl)((1s,2s)-2-fluorocyclopropyl)methanone NC=1N=C2N(C=C(C=C2)C2=C3C=CNC3=CC(=C2C)F)C1C(=O)[C@H]1[C@H](C1)F